NC=1CC(=CC2=C(N1)C=C(C=C2)C(=O)N)C(=O)N(CCC)OCCN 2-amino-N4-(2-aminoethoxy)-N4-propyl-3H-benzo[b]azepin-4,8-dicarboxamide